NCC1=C(CN(C(C(C)(C)C)=O)CC(=O)NC2=C(C=C3CC4(C(NC5=NC=CC=C54)=O)CC3=C2)C)C=CC=C1 N-(2-(Aminomethyl)benzyl)-N-(2-((5-methyl-2'-oxo-1,1',2,3-tetrahydrospiro[indene-2,3'-pyrrolo[2,3-b]pyridin]-6-yl)amino)-2-oxoethyl)pivalamide